6-(4-aminopiperidin-1-yl)-N-(6-(4-fluorophenyl)-3-nitropyridin-2-yl)nicotinamide NC1CCN(CC1)C1=NC=C(C(=O)NC2=NC(=CC=C2[N+](=O)[O-])C2=CC=C(C=C2)F)C=C1